11-((pentyloxy)methyl)tricosanol C(CCCC)OCC(CCCCCCCCCCO)CCCCCCCCCCCC